(2R)-1-{4-[3-(2-chloro-6-fluorophenyl)-4-(1,3-thiazol-2-yl)-1,2-oxazol-5-yl]-5-(trifluoromethyl)-1H-pyrazol-1-yl}propan-2-ol ClC1=C(C(=CC=C1)F)C1=NOC(=C1C=1SC=CN1)C=1C=NN(C1C(F)(F)F)C[C@@H](C)O